silicon-aluminium-iron [Fe].[Al].[Si]